OC(C#CC1=CC=C(C(=O)OC)C=C1)(COC)C methyl 4-(3-hydroxy-4-methoxy-3-methyl-but-1-ynyl)benzoate